1-(6-(methylsulfonamidomethyl)pyridin-2-yl)-6-(trifluoromethoxy)-1H-indole-2-carboxamide CS(=O)(=O)NCC1=CC=CC(=N1)N1C(=CC2=CC=C(C=C12)OC(F)(F)F)C(=O)N